2-amino-2-hydroxymethylpropane-1,3-diol NC(CO)(CO)CO